ClC1=C(C=CC=C1F)C1(CC1)/C(/N)=N/OC(=O)C1=NN(C(=C1)C(F)F)C (Z)-1-(2-chloro-3-fluorophenyl)-N'-((5-(difluoromethyl)-1-methyl-1H-pyrazole-3-carbonyl)oxy)cyclopropane-1-carboximidamide